(S)-N-(1-(4-(Trifluoromethoxy)phenyl)ethyl)-2-(1,3,7-trimethyl-4-oxo-1,4-dihydro-5H-pyrazolo-[3,4-d]pyridazin-5-yl)acetamid FC(OC1=CC=C(C=C1)[C@H](C)NC(CN1N=C(C2=C(C1=O)C(=NN2C)C)C)=O)(F)F